ClC1=C(C(=NC2=C(C=CC=C12)OC)C)C#N 4-chloro-8-methoxy-2-methylquinoline-3-carbonitrile